C1(CC1)C=1C(=C2C(C(N(C2=C(C1)F)CC(=O)N[C@@H](C)C1(CC1)CC(=O)O)=O)(C)C)F (S)-2-(1-(1-(2-(5-cyclopropyl-4,7-difluoro-3,3-dimethyl-2-oxoindol-1-yl)acetamido)ethyl)cyclopropyl)acetic acid